6-(2-(5-fluoropyridin-2-yl)cyclobutyl)-4-oxo-1-(1-(6-(trifluoromethyl)pyridin-3-yl)ethyl)-4,5-dihydro-1H-pyrazolo[3,4-d]pyrimidine-3-carbonitrile FC=1C=CC(=NC1)C1C(CC1)C=1NC(C2=C(N1)N(N=C2C#N)C(C)C=2C=NC(=CC2)C(F)(F)F)=O